tert-butyl (S)-3-((1-(7,8-dichloro-4-(1H-imidazol-1-yl)quinolin-2-yl)-5-oxopyrrolidin-2-yl)methoxy)propanoate ClC1=CC=C2C(=CC(=NC2=C1Cl)N1[C@@H](CCC1=O)COCCC(=O)OC(C)(C)C)N1C=NC=C1